6-(4-methylpiperazin-1-yl)pyridine CN1CCN(CC1)C1=CC=CC=N1